methyl 2-(4-(2-(1,3-dioxolan-2-yl)-3-((4-methoxybenzyl)oxy)phenyl)-1H-pyrazol-1-yl)isonicotinate O1C(OCC1)C1=C(C=CC=C1OCC1=CC=C(C=C1)OC)C=1C=NN(C1)C=1C=C(C(=O)OC)C=CN1